C12(C=CC(CC1)C2)P=C norbornenyl-methylene-phosphine